(1R,3s,5S)-N-(4-((tert-butylsulfinyl)amino)-4-(trifluoromethyl)cyclohexyl)-8-(5-(5-fluoro-2-methoxypyridin-4-yl)-1H-pyrazole-3-carbonyl)-8-azabicyclo[3.2.1]octane-3-carboxamide C(C)(C)(C)S(=O)NC1(CCC(CC1)NC(=O)C1C[C@H]2CC[C@@H](C1)N2C(=O)C2=NNC(=C2)C2=CC(=NC=C2F)OC)C(F)(F)F